C(C)(C)(C)[Si](C1=CC=CC=C1)(C1=CC=CC=C1)OC[C@H](CSC(C1=CC=CC=C1)(C1=CC=CC=C1)C1=CC=CC=C1)O tert-butyl[(2R)-2-hydroxy-3-[(triphenylmethyl)sulfanyl]propoxy]diphenylsilane